CC(CCCCCC/C=C/C(=O)O)CC trans-10-methyl-2-dodecenoic acid